N-[2-bromo-4-(1,1,1,2,3,3,3-heptafluoroprop-2-yl)-6-(trifluoromethyl)phenyl]-3-[N-(Cyclopropylmethyl)-2-methyl-4-cyanobenzamido]-2-fluorobenzamide BrC1=C(C(=CC(=C1)C(C(F)(F)F)(C(F)(F)F)F)C(F)(F)F)NC(C1=C(C(=CC=C1)N(C(C1=C(C=C(C=C1)C#N)C)=O)CC1CC1)F)=O